C(C)(C)OCCN1C(=NC2=C1C=C(C=C2)C=2C=C(C(N(C2)C)=O)C)C2CCOCC2 5-(1-(2-Isopropoxyethyl)-2-(tetrahydro-2H-pyran-4-yl)-1H-benzo[d]imidazol-6-yl)-1,3-dimethylpyridin-2(1H)-one